3-Pyridylamide N1=CC(=CC=C1)[NH-]